ClC=1C=C(N)C=C(C1OC=1C=C2C3=C(NC2=CC1)C(NCC3(C)C)C(F)(F)F)Cl 3,5-dichloro-4-((4,4-dimethyl-1-(trifluoromethyl)-2,3,4,9-tetrahydro-1H-pyrido[3,4-b]indol-6-yl)oxy)aniline